3-(4-aminoimidazo[2,1-f][1,2,4]triazin-7-yl)-N-[cis-4-hydroxy-4-(trifluoromethyl)cyclohexyl]-4-methylbenzenesulfonamide NC1=NC=NN2C1=NC=C2C=2C=C(C=CC2C)S(=O)(=O)NC2CCC(CC2)(C(F)(F)F)O